BrC1=CC2=C(C=N1)OCO2 6-bromo-[1,3]dioxolo[4,5-c]pyridine